methyl 3-hydroxy-2-(1-methyl-4-(4-(trifluoromethoxy)phenyl)-1H-benzo[d]imidazole-6-carboxamido)propanoate OCC(C(=O)OC)NC(=O)C=1C=C(C2=C(N(C=N2)C)C1)C1=CC=C(C=C1)OC(F)(F)F